(S)-N-(6-chloro-1-cyclobutyl-1H-benzo[d]imidazol-2-yl)-2,3-dimethylbutanamide ClC=1C=CC2=C(N(C(=N2)NC([C@H](C(C)C)C)=O)C2CCC2)C1